3-(4-(4-(4-chlorophenyl)piperidin-1-yl)-3-methyl-2-oxo-2,3-dihydro-1H-benzo[d]imidazol-1-yl)piperidine-2,6-dione ClC1=CC=C(C=C1)C1CCN(CC1)C1=CC=CC=2N(C(N(C21)C)=O)C2C(NC(CC2)=O)=O